CC1=NN2C(CN(C3=C(C=CC=C23)NC2=C(C=NC(=C2)NC2=NC(=NC(=C2)C)C)C(CC([2H])([2H])[2H])=O)C)=N1 1-(4-((2,5-dimethyl-4,5-dihydro-[1,2,4]triazolo[1,5-a]quinoxalin-6-yl)amino)-6-((2,6-dimethylpyrimidin-4-yl)amino)pyridin-3-yl)propan-1-one-3,3,3-d3